(2R,3S,4S,5R)-3-(2-Cyclobutoxy-3,4-difluorophenyl)-4,5-dimethyl-5-(trifluoromethyl)tetrahydrofuran-2-carboxylic acid methyl ester COC(=O)[C@@H]1O[C@]([C@H]([C@H]1C1=C(C(=C(C=C1)F)F)OC1CCC1)C)(C(F)(F)F)C